tert-butyl (2S,5R)-4-(1-(4-fluoro-2-(methoxymethyl)phenyl)ethyl)-2,5-dimethylpiperazine-1-carboxylate FC1=CC(=C(C=C1)C(C)N1C[C@@H](N(C[C@H]1C)C(=O)OC(C)(C)C)C)COC